1-(4-cyanobenzyl)-3-(1,3-dithiacyclohexan-2-yl)-4-oxo-4H-pyrido[1,2-a]pyrimidinium C(#N)C1=CC=C(C[N+]2=C3N(C(C(=C2)C2SCCCS2)=O)C=CC=C3)C=C1